COC1=CC=C(C2=C1N=C(S2)N(C(=O)C=2OC=CC2)CCCN(C)C)OC N-(4,7-dimethoxy-1,3-benzothiazol-2-yl)-N-[3-(dimethylamino)propyl]furan-2-carboxamide